7-chloro-1-cyclopropyl-4-oxo-1,4-dihydroquinoline-3-carboxylic acid ClC1=CC=C2C(C(=CN(C2=C1)C1CC1)C(=O)O)=O